CN(C1CC2=C(N(N=C2CC1)C1=NC=CC=C1)O)CC1=CC=NC=C1 5-[methyl-(pyridin-4-ylmethyl)amino]-2-(pyridin-2-yl)-4,5,6,7-tetrahydro-2H-indazol-3-ol